FC(C1=CC=C(C=C1)NC(NC1=CC=C(C=C1)[C@@H]1CN(CCO1)C(=O)OC(C)(C)C)=O)(F)F |r| (RS)-tert-Butyl 2-(4-(3-(4-(trifluoromethyl)phenyl)ureido)phenyl)morpholine-4-carboxylate